N-(5-((1s,3s)-3-methyl-1-(4-methyl-4H-1,2,4-triazol-3-yl)cyclobutyl)pyridin-3-yl)imidazo[1,2-a]pyridine-8-carboxamide CC1CC(C1)(C1=NN=CN1C)C=1C=C(C=NC1)NC(=O)C=1C=2N(C=CC1)C=CN2